6-((S or R)-6-chloro-2-(3-(dimethylamino)azetidin-1-yl)-8-fluoro-7-(3-(methoxymethoxy)naphthalen-1-yl)quinazolin-4-yl)-3-azabicyclo[4.1.0]heptan-3-carboxylate ClC=1C=C2C(=NC(=NC2=C(C1C1=CC(=CC2=CC=CC=C12)OCOC)F)N1CC(C1)N(C)C)C12CCN(CC2C1)C(=O)[O-]